tert-butyl (S)-4-(((R)-tert-butylsulfinyl)amino)-2-oxa-8-azaspiro[4.5]decane-8-carboxylate C(C)(C)(C)[S@@](=O)N[C@@H]1COCC12CCN(CC2)C(=O)OC(C)(C)C